ClC=1C(=C(C(=CC1N1C[C@@](CC1)(CN1CCC(CC1)OC)OC)F)S(=O)(=O)N(C1=NC(=CC=C1)F)CC1=C(C=C(C=C1)OC)OC)F (R)-3-chloro-N-(2,4-dimethoxybenzyl)-2,6-difluoro-N-(6-fluoropyridin-2-yl)-4-(3-methoxy-3-((4-methoxypiperidin-1-yl)methyl)pyrrolidin-1-yl)benzenesulfonamide